tert-Butyl 5-(N-(tert-butoxycarbonyl)-N-cyclopropylsulfamoyl)-1-hydroxyisoindoline-2-carboxylate C(C)(C)(C)OC(=O)N(S(=O)(=O)C=1C=C2CN(C(C2=CC1)O)C(=O)OC(C)(C)C)C1CC1